N-(4-(2-chloro-5,6,7,8-tetrahydro-4H-thieno[3,2-b]azepin-4-yl)-2,6-dimethylphenyl)-3,3-dimethylbutanamide ClC1=CC=2N(CCCCC2S1)C1=CC(=C(C(=C1)C)NC(CC(C)(C)C)=O)C